N-(3-(ethylamino)propyl)-2-(4-(methylcarbamoyl)phenyl)benzo[d]imidazo[2,1-b]thiazole-7-carboxamide 2,2,2-trifluoroacetate FC(C(=O)O)(F)F.C(C)NCCCNC(=O)C1=CC2=C(N3C(S2)=NC(=C3)C3=CC=C(C=C3)C(NC)=O)C=C1